N-(5-(benzo[d][1,3]dioxol-5-yl)-1-isobutyl-1H-pyrazolo[3,4-b]pyridin-3-yl)isothiazole-4-carboxamide O1COC2=C1C=CC(=C2)C=2C=C1C(=NC2)N(N=C1NC(=O)C=1C=NSC1)CC(C)C